6-ethoxy-4-(6-(4-hydroxy-4-((6-methoxypyridin-3-yl)methyl)piperidin-1-yl)pyridin-3-yl)pyrazolo[1,5-a]pyridine-3-carbonitrile C(C)OC=1C=C(C=2N(C1)N=CC2C#N)C=2C=NC(=CC2)N2CCC(CC2)(CC=2C=NC(=CC2)OC)O